C(C)N1C2=CC=C(C=C2C=2C=C(C=CC12)C(CCCCCCC)=NO)C(C1=CC=CC=C1)=O 1-[9-ethyl-6-Benzoyl-9H-carbazole-3-yl]-octane-1-one oxime